C(C)(C)(C)C(C(=O)NC1=C(C=C(C=2C=COC21)C(F)(F)F)Cl)N2C=1N(C(C(=C2CC)N2CCNCC2)=O)N=C(N1)C1=CC2=C(COC2)C=C1 tert-butyl-N-[6-chloro-4-(trifluoromethyl)-1-benzofuran-7-yl]-2-[2-(1,3-dihydro-2-benzofuran-5-yl)-5-ethyl-7-oxo-6-(piperazin-1-yl)-[1,2,4]triazolo[1,5-a]pyrimidin-4-yl]acetamide